(R)-5-bromo-N-(1-ethylpiperidin-3-yl)oxazolo[4,5-b]pyridin-2-amine BrC1=CC=C2C(=N1)N=C(O2)N[C@H]2CN(CCC2)CC